oxazol-5-ylmethyl (4-(1-(N,N-dimethyl-sulfamoyl)piperidin-4-yl)-3-fluorophenyl)carbamate CN(S(=O)(=O)N1CCC(CC1)C1=C(C=C(C=C1)NC(OCC1=CN=CO1)=O)F)C